C(#N)C1=CC=C(C=N1)B(O)O (6-cyanopyridin-3-yl)boronic acid